2-(4,8-dimethylnonan-3,7-dien-1-yl)-2,5,7,8-tetramethylchroman-6-ol CC(=CCCC1(OC2=C(C(=C(C(=C2CC1)C)O)C)C)C)CCC=C(C)C